[5-[tert-butyl(dimethyl)silyl]oxy-1-tetrahydropyran-2-yl-indazol-3-yl]boronic acid [Si](C)(C)(C(C)(C)C)OC=1C=C2C(=NN(C2=CC1)C1OCCCC1)B(O)O